FC=1C=C(C=CC1)C[C@@H](C(N[C@H](C=O)C[C@H]1C(NCC1)=O)=O)NC(=O)C=1NC2=CC=CC=C2C1 N-((S)-3-(3-fluorophenyl)-1-oxo-1-(((S)-1-oxo-3-((S)-2-oxopyrrolidin-3-yl)propan-2-yl)amino)propan-2-yl)-1H-indole-2-carboxamide